p-methylaminophenyl-di-tert-butylphosphine CNC1=CC=C(C=C1)P(C(C)(C)C)C(C)(C)C